2-(5-(2-ethoxyvinyl)-3-isopropyl-2-oxopyrazin-1(2H)-yl)-4-methylpentanoate C(C)OC=CC=1N=C(C(N(C1)C(C(=O)[O-])CC(C)C)=O)C(C)C